3-(((S)-7-((2S,4R)-4-Amino-2-phenyl-piperidine-1-carbonyl)-10-hydroxy-7-azaspiro[4.5]decan-10-yl)methyl)-6-phenylpyrimidin-4(3H)-one N[C@H]1C[C@H](N(CC1)C(=O)N1CC2(CCCC2)[C@](CC1)(O)CN1C=NC(=CC1=O)C1=CC=CC=C1)C1=CC=CC=C1